3-(5-bromo-3,6-dihydropyridin-1(2H)-yl)-2-((tert-butoxycarbonyl)amino)propanoic acid BrC1=CCCN(C1)CC(C(=O)O)NC(=O)OC(C)(C)C